FC=1C=CC=C2C(NN=C(C12)C1=CC2=C(NC(=N2)NC(OCC(F)F)=O)C=C1)=O 2,2-Difluoroethyl (5-(8-fluoro-4-oxo-3,4-dihydrophthalazin-1-yl)-1H-benzimidazol-2-yl)carbamate